O1C(OCC1)C1CCN(CC1)C1=CC=C(C=C1)C1CCNCC1 4-(1,3-Dioxolan-2-yl)-1-[4-(piperidin-4-yl)phenyl]piperidine